(S)-2-(2,5-dimethylfuran-3-carboxamido)-N1-(1-(2-(2-adamantylamino)-2-oxoethyl)-2-oxo-1,2-dihydropyridin-3-yl)-N6-methyl-5-oxohexanediamide CC=1OC(=CC1C(=O)N[C@H](C(=O)NC=1C(N(C=CC1)CC(=O)NC1C2CC3CC(CC1C3)C2)=O)CCC(C(=O)NC)=O)C